CC1=C(C=C(C(N1C1=NC=CC=C1)=O)C(=O)N)C1=NN(C=C1)C 6-methyl-5-(1-methyl-1H-pyrazol-3-yl)-2-oxo-2H-[1,2'-bipyridine]-3-carboxamide